Bis(n-pentylcyclopentadienyl)hafnium C(CCCC)C1(C=CC=C1)[Hf]C1(C=CC=C1)CCCCC